(E)-2-cyclohexyl-5-(2-fluorostyryl)-1,3-dimethoxybenzene C1(CCCCC1)C1=C(C=C(C=C1OC)\C=C\C1=C(C=CC=C1)F)OC